NC1=C(C=C(C=C1)C1(CC1)C(=O)OC)NC[C@H]1OCC1 methyl (S)-1-(4-amino-3-((oxetan-2-ylmethyl)amino)phenyl)cyclopropane-1-carboxylate